FC(CNC(N([C@@H]1CC[C@H](CC1)NC1=NC=C(C(=N1)N1CC2(C1)COCC2)C(F)(F)F)C2=NC=C(C=C2)C=2C=NC(=NC2)OC)=O)F 3-(2,2-difluoroethyl)-1-(5-(2-methoxypyrimidin-5-yl)pyridin-2-yl)-1-(trans-4-((4-(6-oxa-2-azaspiro[3.4]octan-2-yl)-5-(trifluoromethyl)pyrimidin-2-yl)amino)cyclohexyl)urea